(2S,3S)-3-amino-2-methylazetidine N[C@@H]1[C@@H](NC1)C